dithienoazepine S1CC=C2C1=C1C(=CC=N2)SC=C1